(E)-1,4-dimethoxy-2-(2-nitrobut-1-en-1-yl)-5-(trifluoromethyl)benzene COC1=C(C=C(C(=C1)C(F)(F)F)OC)\C=C(/CC)\[N+](=O)[O-]